O=C1C[C@H]2COC[C@@H](C1)N2C(=O)OC(C)(C)C tert-butyl (1R,5S)-7-oxo-3-oxa-9-azabicyclo[3.3.1]nonane-9-carboxylate